1,5-Bis(tert-butyl)-9,10-bis[2-carboxy(4-methyl-4-cyclohexenyl)]carbonyloxyanthracene C(C)(C)(C)C1=CC=CC2=C(C3=C(C=CC=C3C(=C12)OC(=O)C1C(CC(=CC1)C)C(=O)O)C(C)(C)C)OC(=O)C1C(CC(=CC1)C)C(=O)O